O[C@H](C#CC=1C=C(C=2N(C1)N=CC2C#N)C=2C=NC(=CC2)N2CC1N(C(C2)C1)CC=1C=NC(=CC1)OC)C 6-((S)-3-hydroxybut-1-yn-1-yl)-4-(6-(6-((6-methoxypyridin-3-yl)methyl)-3,6-diazabicyclo[3.1.1]heptan-3-yl)pyridin-3-yl)pyrazolo[1,5-a]pyridine-3-carbonitrile